C(\C=C/C)O (Z)-but-2-en-1-ol